dipotassium ethylenediamine tetraacetate C(C)(=O)ON(CCN(OC(C)=O)OC(C)=O)OC(C)=O.[K].[K]